4-ethoxy-4-methylpiperidine hydrochloride Cl.C(C)OC1(CCNCC1)C